tetrahydro-2H-pyran-2-yl-methacrylate O1C(CCCC1)OC(C(=C)C)=O